C(C)(=O)O[C@H]1C[C@H]2[C@H]([C@H]([C@H]3[C@@H]4CC[C@H]([C@@H](CCC(=O)O)C)[C@]4(C[C@@H]([C@@H]3[C@]2(CC1)C)OC(C)=O)C)OC(C)=O)CC 3α,7α,11β-Triacetoxy-6α-ethyl-5β-cholan-24-oic Acid